3-(4-bromo-3-methyl-pyrazol-1-yl)-2-fluoro-propan-1-ol BrC=1C(=NN(C1)CC(CO)F)C